2-((3-bromo-2-((oxan-2-yloxy)methyl)phenyl)methoxy)oxane BrC=1C(=C(C=CC1)COC1OCCCC1)COC1OCCCC1